N-(1-carboxy-3-phenylpropyl)phenylalanyl-alpha-asparagine C(=O)(O)C(CCC1=CC=CC=C1)N[C@@H](CC1=CC=CC=C1)C(=O)N[C@@H](CC(=O)O)C(N)=O